The molecule is the conjugate base of 3-(4-hydroxy-3,5-diiodophenyl)lactic acid; major species at pH 7.3. It derives from a lactate. It is a conjugate base of a 3-(4-hydroxy-3,5-diiodophenyl)lactic acid. C1=C(C=C(C(=C1I)[O-])I)CC(C(=O)[O-])O